C(C)(C)(C)OC(C1=CC=C(C=C1)NC([C@H](CC1=CC=CC=C1)N1N=C(C(=CC1=O)C1=C(C=CC(=C1)F)C(C)=O)OC)=O)=O (S)-4-(2-(4-(2-acetyl-5-fluorophenyl)-3-methoxy-6-oxopyridazin-1(6H)-yl)3-phenylpropionamido)benzoic acid tert-butyl ester